3-[(3S)-4,4-difluorotetrahydrofuran-3-yl]-1-methyl-1-[(3-methyl-4-pyridyl)methyl]urea FC1([C@H](COC1)NC(N(CC1=C(C=NC=C1)C)C)=O)F